tert-butyl 4-(1-tert-butoxycarbonyl-4-piperidyl)-6-[(2-hydroxybenzoyl)amino]indazole-1-carboxylate C(C)(C)(C)OC(=O)N1CCC(CC1)C1=C2C=NN(C2=CC(=C1)NC(C1=C(C=CC=C1)O)=O)C(=O)OC(C)(C)C